(S)-1-(8-isopropoxy-4-((1-(3,4,5-trimethoxyphenyl)-1H-imidazol-4-yl)amino)quinazolin-2-yl)pyrrolidine-2-carboxamide C(C)(C)OC=1C=CC=C2C(=NC(=NC12)N1[C@@H](CCC1)C(=O)N)NC=1N=CN(C1)C1=CC(=C(C(=C1)OC)OC)OC